NC=1C=CC(=C(C1)OB(O)O)F (5-amino-2-fluorophenyl)boric acid